C(CCC(=O)OC(CCCCC)CC)(=O)OC(CCCCC)CC.[Na] sodium bis(ethylhexyl) succinate